(2S,3aR,4R,5R,7S,8S,9R,9aS,12R)-2-fluoro-8-(formyloxy)-4,7,9,12-tetramethyl-3-oxo-7-vinyldecahydro-4,9a-propanocyclopenta[8]annulen-5-yl 2-(tosyloxy)acetate S(=O)(=O)(C1=CC=C(C)C=C1)OCC(=O)O[C@H]1[C@]2([C@H]3[C@]([C@H]([C@@H]([C@@](C1)(C=C)C)OC=O)C)(C[C@@H](C3=O)F)CC[C@H]2C)C